FC1=C(C(=O)O)C=C(C=C1)C1=NC=NC=2NC(CN(C12)C)=O 2-fluoro-5-(5-methyl-7-oxo-5,6,7,8-tetrahydropteridin-4-yl)benzoic acid